(2S)-2-(Benzofuran-2-carboxamido)-N1-(1-(2-(bicyclo[3.2.1]octan-8-ylamino)-2-oxoethyl)-2-oxo-1,2-dihydropyridin-3-yl)-N6-methyl-5-oxohexandiamid O1C(=CC2=C1C=CC=C2)C(=O)N[C@H](C(=O)NC=2C(N(C=CC2)CC(=O)NC2C1CCCC2CC1)=O)CCC(C(=O)NC)=O